C(C)(CC)N(C1=CC=C(C=C1)N(N=O)C(C)CC)N=O di-sec-butyl-N,N'-dinitroso-1,4-phenylenediamine